C1(CC1)O[C@@H]1[C@@H](CN(CC1)C1=NC=CC(=N1)NC=1N=CC2=C(C=NC(=C2C1)C(C)C)N1[C@@H]([C@H](C1)CS(=O)(=O)C)C)F N-{2-[(3R,4S)-4-cyclopropoxy-3-fluoro-piperidin-1-yl]pyrimidin-4-yl}-8-[(2R,3S)-3-(methanesulfonyl-methyl)-2-methylazetidin-1-yl]-5-(propan-2-yl)-2,6-naphthyridin-3-amine